NC1=CC=C(OC=2C=C(C=CC2)SC2=CC(=CC=C2)OC2=CC=C(C=C2)N)C=C1 bis[3-(4-aminophenoxy) phenyl] thioether